OC1=C(C=CC=C1)C=1C=C2C(=NN1)NC[C@@H]1N2CCN(C1)CCOC1=NOC(=C1)C(C(=O)OCC)C(C)C Ethyl 2-(3-(2-((S)-2-(2-hydroxyphenyl)-6a,7,9,10-tetrahydro-5H-pyrazino[1',2':4,5]pyrazino[2,3-c]pyridazin-8(6H)-yl)ethoxy)isoxazol-5-yl)-3-methylbutanoate